N-tris-(hydroxymethyl)methyl-glycine OCC(NCC(=O)O)(CO)CO